N-(4-bromo-2-(3,3-difluorocyclobutyl)-6-fluorophenyl)-3,3-dimethylbutanamide BrC1=CC(=C(C(=C1)F)NC(CC(C)(C)C)=O)C1CC(C1)(F)F